4,4'-di-N-butoxyazoxybenzene CCCCOC1=CC=C(C=C1)N=[N+](C2=CC=C(C=C2)OCCCC)[O-]